CC12C3CCC(C2(C(OC1=O)=O)C)O3 2,6-dimethyl-4,10-dioxatricyclo-[5.2.1.02,6]decane-3,5-dione